C(C)(=O)N(C1=C(C=C(C=C1)C1=CC=C(C=N1)NC(COC=1C=NC=CC1)=O)Cl)CC1CC1 N-[6-[4-[acetyl(cyclopropylmethyl)amino]-3-chloro-phenyl]-3-pyridyl]-2-(3-pyridyloxy)-acetamide